C(C)C(C[N+]1(CCSCC1)CC(CCCC)CC)CCCC N,N-bis(2-ethylhexyl)thiomorpholinium